C(C\C=C/CC)OC1=CC=C(C=C1)C (Z)-1-(hex-3-en-1-yloxy)-4-methylbenzene